C12C(C3CC(CC(C1)C3)C2)CCCCCN2CCN(CC2)C(=O)C2=NN(C(=C2C)C2=CC=C(C=C2)Cl)C2=C(C=C(C=C2)Cl)Cl (4-(5-((1r,3r,5r,7r)-adamantan-2-yl)pentyl)piperazin-1-yl)(5-(4-chlorophenyl)-1-(2,4-dichlorophenyl)-4-methyl-1H-pyrazol-3-yl)methanone